ethyl 7-chloro-6-fluoro-4-oxo-1-[3-(pyridin-3-yl)-1,2,4-thiadiazol-5-yl]-1,4-dihydro-1,8-naphthyridine-3-carboxylate ClC1=C(C=C2C(C(=CN(C2=N1)C1=NC(=NS1)C=1C=NC=CC1)C(=O)OCC)=O)F